O.[Ru+2].[Ru+2] ruthenium (II) hemihydrate